5-(4-cyclopropyl-2-fluorophenyl)-2-methyl-N-(4,4,4-trifluoro-1-hydroxybutan-2-yl)benzofuran-3-carboxamide C1(CC1)C1=CC(=C(C=C1)C=1C=CC2=C(C(=C(O2)C)C(=O)NC(CO)CC(F)(F)F)C1)F